BrC=1C(=CC=2C3=C(C(=NC2C1F)O[C@@H](C)[C@H]1N(CCC1)C)N=NN3C3CCN(CC3)C(=O)OC(C)(C)C)C(F)(F)F tert-butyl 4-(7-bromo-6-fluoro-4-((S)-1-((S)-1-methylpyrrolidin-2-yl)ethoxy)-8-(trifluoromethyl)-1H-[1,2,3]triazolo[4,5-c]quinolin-1-yl)piperidine-1-carboxylate